ClC=1C(=C(C=C2C=C(N=CC12)NC=1C=CC2=C(CN(C(O2)=O)C)C1)C1=C(C2=C(OCCN2C(=O)OC(C)(C)C)N=C1)C)F tert-butyl 7-(8-chloro-7-fluoro-3-((3-methyl-2-oxo-3,4-dihydro-2H-benzo[e][1,3]oxazin-6-yl) amino) isoquinolin-6-yl)-8-methyl-2,3-dihydro-1H-pyrido[2,3-B][1,4]oxazine-1-carboxylate